N-((1-methyl-1H-indol-4-yl)methylene)-2-methylpropane-2-sulfinamide CN1C=CC2=C(C=CC=C12)C=NS(=O)C(C)(C)C